pentaerythritol tetrakis[3,5-di-tert-butyl-4-hydroxy-phenyl]-propionate C(C)(C)(C)C=1C=C(C=C(C1O)C(C)(C)C)C(C(C(=O)OCC(CO)(CO)CO)(C1=CC(=C(C(=C1)C(C)(C)C)O)C(C)(C)C)C1=CC(=C(C(=C1)C(C)(C)C)O)C(C)(C)C)C1=CC(=C(C(=C1)C(C)(C)C)O)C(C)(C)C